(E)-N-hydroxy-3-(3-(4-(2-(pyridin-3-yl)vinyl)phenoxy)azetidine-1-yl)-2-(1H-pyrrol-1-yl)benzamide ONC(C1=C(C(=CC=C1)N1CC(C1)OC1=CC=C(C=C1)\C=C\C=1C=NC=CC1)N1C=CC=C1)=O